4-(3-Benzyloxy-5-bromo-quinolin-2-yl)-4-oxo-butyric acid ethyl ester C(C)OC(CCC(=O)C1=NC2=CC=CC(=C2C=C1OCC1=CC=CC=C1)Br)=O